benzodiazepinedione O=C1N[C@@H](CC2=CNC3C=CC=CC2=3)C(=O)NC2C=CC=CC1=2